N-(azetidin-3-ylmethyl)-1-[4-[4-[3-[5-[[azetidin-3-ylmethyl(methyl)amino]methyl]-6-methoxy-2-pyridyl]-2-chloro-phenyl]-3-chloro-2-pyridyl]-2-methoxy-phenyl]-N-methyl-methanamine N1CC(C1)CN(CC1=C(C=C(C=C1)C1=NC=CC(=C1Cl)C1=C(C(=CC=C1)C1=NC(=C(C=C1)CN(C)CC1CNC1)OC)Cl)OC)C